2-(4-(4-bromophenyl)-6-(4-methoxyphenyl)pyrimidin-2-yl)-1-(tetrahydro-2H-pyran-4-yl)guanidine hydrochloride Cl.BrC1=CC=C(C=C1)C1=NC(=NC(=C1)C1=CC=C(C=C1)OC)N=C(NC1CCOCC1)N